4-(4-acryloylpiperazin-1-yl)-6-chloro-7-(naphthalen-1-yl)quinoline-3-carbonitrile C(C=C)(=O)N1CCN(CC1)C1=C(C=NC2=CC(=C(C=C12)Cl)C1=CC=CC2=CC=CC=C12)C#N